2-(5-chloro-2-(naphthalen-2-yl)phenyl)-4,6-diphenyl-1,3,5-triazine ClC=1C=CC(=C(C1)C1=NC(=NC(=N1)C1=CC=CC=C1)C1=CC=CC=C1)C1=CC2=CC=CC=C2C=C1